FC1=C(C=CC=C1Cl)NC1=C(N=C2N1C=C(N=C2)C=2C=NN(C2)C)C=2C=CC=1N(C2)C(=NN1)C N-(2-fluoro-3-chlorophenyl)-6-(1-methyl-1H-pyrazol-4-yl)-2-(3-methyl-[1,2,4]triazolo[4,3-a]pyridin-6-yl)imidazo[1,2-a]pyrazin-3-amine